C1C(CCC2=CC=CC=C12)NC(OC(C)(C)C)=O tert-butyl (1,2,3,4-tetrahydronaphthalen-2-yl)carbamate